magnesium-silicon oxygen [O].[Si].[Mg]